CSC1=NC=C(C=N1)C#CCCCC(=O)NCC(=O)NCC(=O)N[C@@H](CC1=CC=CC=C1)C(=O)O (6-(2-(Methylthio)pyrimidin-5-yl)hex-5-ynoyl)glycylglycyl-L-phenylalanine